N1=C(N=CC=C1)C1=CC=C(C=C1)B(O)O [4-(2-pyrimidinyl)phenyl]boronic acid